FC(CCCCCCCCCCCP(O)(O)=O)(C(C(C(C(C(C(C(F)(F)F)(F)F)(F)F)(F)F)(F)F)(F)F)(F)F)F 12,12,13,13,14,14,15,15,16,16,17,17,18,18,19,19,19-heptadecafluorononadecyl-phosphonic acid